2-(trifluoro-methyl)benzonitrile FC(C1=C(C#N)C=CC=C1)(F)F